FC(C1=CC=C(CNC(=O)C=2N=C3N(C=CC=C3)C2)C=C1)(F)F N-(4-(trifluoromethyl)benzyl)imidazo[1,2-a]pyridine-2-carboxamide